2-Chloro-5-(1-(trifluoromethyl)cyclopropyl)pyrimidine ClC1=NC=C(C=N1)C1(CC1)C(F)(F)F